OC=1C=C(C=C(C1)C1=C(C=C(C=C1)S(N)(=O)=O)C)CN1[C@H](CCC1)C(=O)N[C@@H](C)C1=CC=C(C(=O)O)C=C1 4-((S)-1-((R)-1-((5-hydroxy-2'-methyl-4'-sulfamoyl-[1,1'-biphenyl]-3-yl)methyl)pyrrolidine-2-carboxamido)ethyl)benzoic acid